CNC(OC1(CCCC1)CC=1C(=NSC1C1=NC(=C(C=C1)O)C#N)C)=O (5-(6-cyano-5-hydroxypyridin-2-yl)-3-methylisothiazol-4-yl)methylcyclopentyl (methyl)carbamate